C(C)(C)(C)OC(=O)N1[C@H](CCCC1)C (2S)-2-methylpiperidine-1-carboxylic acid tert-butyl ester